tert-butyl(((S)-7-((4S,5S)-2,2-dimethyl-5-((E)-oct-1-en-1-yl)-1,3-dioxolan-4-yl)hepta-4,6-diyn-3-yl)oxy)dimethylsilane C(C)(C)(C)[Si](C)(C)O[C@@H](CC)C#CC#C[C@@H]1OC(O[C@H]1\C=C\CCCCCC)(C)C